FC(C(=O)N1[C@@H](CN(CC1)C=1C=CC=2N=CN=C(C2N1)NC1=CC(=C(C=C1)OC1=CC2=C(N(N=N2)C)C=C1)C)COC)=C (S)-2-fluoro-1-(2-(methoxymethyl)-4-(4-((3-methyl-4-((1-methyl-1H-benzo[d][1,2,3]triazol-5-yl)oxy)phenyl)amino)pyrido[3,2-d]pyrimidin-6-yl)piperazin-1-yl)prop-2-en-1-one